1-{2-[(azetidine-1-carbonyl)amino]acetyl}-4-fluoro-N-{phenyl[5-(propan-2-yl)pyridin-2-yl]methyl}pyrrolidine-2-carboxamide N1(CCC1)C(=O)NCC(=O)N1C(CC(C1)F)C(=O)NC(C1=NC=C(C=C1)C(C)C)C1=CC=CC=C1